N1NCC2NC=NC=C21 tetrahydro-pyrazolo[4,3-d]pyrimidin